maleic acid ammonium salt [NH4+].C(\C=C/C(=O)[O-])(=O)[O-].[NH4+]